ClC1=C(C=CC=C1)CNC 1-(2-chlorophenyl)-N-methyl-methanamine